5-(3-(N-(((1R,2R,3S,4R)-4-(4-chloro-7H-pyrrolo[2,3-d]pyrimidin-7-yl)-2,3-dihydroxycyclopentyl)methyl)acetamido)prop-1-yn-1-yl)-2-methylbenzamide ClC=1C2=C(N=CN1)N(C=C2)[C@H]2[C@@H]([C@@H]([C@H](C2)CN(C(C)=O)CC#CC=2C=CC(=C(C(=O)N)C2)C)O)O